C(C)OC=1C(=NC=NC1)NC1=NNC2=CC(=CC=C12)[C@@H]1C[C@@]12C(NC1=CC=C(C=C21)OC)=O (1R,2S)-2-{3-[(5-ethoxypyrimidin-4-yl)amino]-1H-indazol-6-yl}-5'-methoxyspiro[cyclopropane-1,3'-indol]-2'(1H)-one